FC(C(CO)(C)O)(F)C=1C(=C(C=CC1)C(C)=O)F 1-(3-(1,1-difluoro-2,3-dihydroxy-2-methylpropyl)-2-fluorophenyl)ethan-1-one